FC1=CC(=C(C=2NC(=NC21)C(=O)O)C)F 4,6-difluoro-7-methyl-1H-benzimidazole-2-carboxylic acid